3-chloropropyl-L-glutamic acid ClCCCN[C@@H](CCC(=O)O)C(=O)O